F[C@H]1CN(CC[C@H]1NC1=C2C=C(N(C2=CC=C1)CC(F)(F)F)C#CCNC1=C(C=C(C=C1)C(=O)N[C@H](C(=O)OC)CCC(=O)OC)OC)C 1,5-dimethyl (2S)-2-[(4-{[3-(4-{[(3S,4R)-3-fluoro-1-methylpiperidin-4-yl]amino}-1-(2,2,2-trifluoroethyl)-1H-indol-2-yl)prop-2-yn-1-yl]amino}-3-methoxyphenyl)formamido]pentanedioate